C12(C3C4C5C3C1C5C24)CCCCCCCCCCC(=O)N[C@@H](CO[C@H]2O[C@@H]([C@@H]([C@@H]([C@H]2O)O)O)CO)[C@@H]([C@@H](CCCCCCCCCCCCCC)O)O 11-(cuban-1-yl)-N-((2S,3S,4R)-3,4-dihydroxy-1-(((2S,3R,4S,5R,6R)-3,4,5-trihydroxy-6-(hydroxymethyl)tetrahydro-2H-pyran-2-yl)oxy)octadecan-2-yl)undecanamide